C(CCCCCCC)C(CCCCCCCC)OC(CCCCCCCOC(=O)[C@H]1N(CC(C1)OC(CN1CCCC1)=O)CCCCCC(OCCCCCCCCCCC)=O)=O [8-(1-octylnonoxy)-8-oxo-octyl](2S)-1-(6-oxo-6-undecoxy-hexyl)-4-(2-pyrrolidin-1-ylacetyl)oxy-pyrrolidine-2-carboxylate